2-(4-cyclopropyl-6-methoxy-pyrimidin-5-yl)-4-[[3-fluoro-4-[1-methyl-4-(trifluoromethyl)imidazol-2-yl]phenyl]methoxy]-5-methyl-pyrimidine C1(CC1)C1=NC=NC(=C1C1=NC=C(C(=N1)OCC1=CC(=C(C=C1)C=1N(C=C(N1)C(F)(F)F)C)F)C)OC